COC1=C(C(=CC=C1)OC)N1C(=NC=2C1=NC(=CN2)NS(=O)(=O)CC2=CC=CC=C2)C2=NC(=CC=C2)OCC N-(1-(2,6-Dimethoxyphenyl)-2-(6-ethoxypyridin-2-yl)-1H-imidazo[4,5-b]pyrazin-6-yl)-1-phenylmethanesulfonamide